OC(CCCC(C)C1OC(OC1)=O)(C)C 4-(6-hydroxy-6-methylheptan-2-yl)-1,3-dioxolan-2-one